CN1[C@@H]2CN([C@H](C1)C2)C2=CC=CC(=N2)NC2=CC1=C(C=N2)SC(=N1)C=1C(=NC=CC1)C 6-[(1S,4S)-5-Methyl-2,5-diazabicyclo[2.2.1]heptan-2-yl]-N-[2-(2-methylpyridin-3-yl)-[1,3]thiazolo[5,4-c]pyridin-6-yl]pyridin-2-amine